C(#CCC\C=C/CC)[Na] (5Z)-5-octen-1-ynyl-sodium